5-fluoro-4-(4-fluoro-2-methoxyphenyl)-N-(5-morpholinopyridin-2-yl)pyrimidin-2-amine FC=1C(=NC(=NC1)NC1=NC=C(C=C1)N1CCOCC1)C1=C(C=C(C=C1)F)OC